4-(5-(3'-chloro-5-fluoro-2-methoxy-4'-(3-methyl-2-oxoimidazolidin-1-yl)-[1,1'-biphenyl]-3-yl)-2-oxopyridin-1(2H)-yl)piperidine-1-carboxylic acid tert-butyl ester C(C)(C)(C)OC(=O)N1CCC(CC1)N1C(C=CC(=C1)C=1C(=C(C=C(C1)F)C1=CC(=C(C=C1)N1C(N(CC1)C)=O)Cl)OC)=O